(2s,3aS,7aS)-N-methyl-1-(6-methyl-4-(trifluoromethyl)pyridin-2-yl)-N-(m-tolyl)octahydro-1H-indole-2-carboxamide CN(C(=O)[C@H]1N([C@H]2CCCC[C@H]2C1)C1=NC(=CC(=C1)C(F)(F)F)C)C=1C=C(C=CC1)C